(2-((3-Chloro-2-fluorobenzyl)(cyclopropyl)amino)ethyl)carbamic acid tert-butyl ester C(C)(C)(C)OC(NCCN(C1CC1)CC1=C(C(=CC=C1)Cl)F)=O